[Si]([O-])([O-])([O-])O.P(=O)(O)(O)O.[Fe+2].[Li+] lithium iron phosphate silicate